CC1(OB(OC1(C)C)C1=CC=C(COC(=O)C=2N=CN3C2N=NN(C3=O)C)C=C1)C 3,4-dihydro-3-methyl-4-oxoimidazo[5,1-d]-1,2,3,5-tetrazine-8-carboxylic acid [4-(4,4,5,5-tetramethyl-1,3,2-dioxaborolan-2-yl) benzyl] ester